NC1=C2C(=NC=N1)N(N=C2C2=CC=C(C=C2)NC(=O)C=2C(N(C(=C(C2)C2CC2)COC)C2=CC=C(C=C2)F)=O)C2CCN(CC2)C(C(C)C)=O N-(4-(4-amino-1-(1-isobutyrylpiperidin-4-yl)-1H-pyrazolo[3,4-d]pyrimidin-3-yl)phenyl)-5-cyclopropyl-1-(4-fluorophenyl)-6-(methoxymethyl)-2-oxo-1,2-dihydropyridine-3-carboxamide